FC1(CC(CC1)N1C(C(=CC=C1)NC(=O)C1=C(C=C(C=C1)NS(=O)(=O)CC(=O)OCC)N1CCC2(CC2)CC1)=O)F ethyl 2-(N-(4-((1-(3,3-difluorocyclopentyl)-2-oxo-1,2-dihydropyridin-3-yl)carbamoyl)-3-(6-azaspiro[2.5]octan-6-yl)phenyl)sulfamoyl)acetate